BrC=1C(=CC=2N(C1)C=C(N2)CCC(=O)OC)O methyl 3-(6-bromo-7-hydroxy-imidazo[1,2-a]pyridin-2-yl)propanoate